isooctyl 3-((1-hydroxyhexan-3-yl)thio)propanoate OCCC(CCC)SCCC(=O)OCCCCCC(C)C